C(C1=CC=CC=C1)C1OC2(OC1)CC1C(C1N(CC2)C(=O)OC(C)C=2NC1=CC=CC=C1C2)F indolyl-ethanol benzyl-8-fluoro-6-azaspiro[bicyclo[5.1.0]octane-3,2'-[1,3]dioxolane]-6-carboxylate